C(C1=CC=CC=C1)OC1=C(N2C(C3=C(C=CC=C13)C1=CC(=CC(=C1)Cl)Cl)=NC=N2)C(=O)NCC(=O)OC methyl (6-(benzyloxy)-10-(3,5-dichlorophenyl)-[1,2,4]triazolo[5,1-a]isoquinoline-5-carbonyl)glycinate